COC(C1=CC(=C(C(=C1)N)OC)N)=O 4-methoxy-3,5-diaminobenzoic acid methyl ester